3-(fluoromethyl)-2-methoxy-5-(4,4,5,5-tetramethyl-1,3,2-dioxaborolan-2-yl)pyridine FCC=1C(=NC=C(C1)B1OC(C(O1)(C)C)(C)C)OC